3-(6-chloropyridin-2-yl)-N,N-dimethylimidazo[1,2-a]Pyrazine-6-carboxamide ClC1=CC=CC(=N1)C1=CN=C2N1C=C(N=C2)C(=O)N(C)C